tert-butyl 4-(5-amino-6-isopropoxy-2H-indazol-2-yl)piperidine-1-carboxylate NC1=CC2=CN(N=C2C=C1OC(C)C)C1CCN(CC1)C(=O)OC(C)(C)C